N-(6-bromo-1-methyl-4-nitro-1H-indazol-3-yl)-1,1-diphenylmethaneimine BrC1=CC(=C2C(=NN(C2=C1)C)N=C(C1=CC=CC=C1)C1=CC=CC=C1)[N+](=O)[O-]